CC=1C=C(CN2C(C3(OC4=C(C=CC=C4)C34C(N(C3=CC=CC=C43)CC4=CC(=CC=C4)C)=O)C4=CC=CC=C24)=O)C=CC1 1,1''-Bis(3-methylbenzyl)dispiro[indoline-3,2'-benzofuran-3',3''-indoline]-2,2''-dione